ClC1=CC(=CN=N1)C(=O)NC1CCC(CC1)NC1=CC(=NC2=CC=C(C=C12)Cl)C(F)(F)F 6-chloro-N-[(1s,4s)-4-{[6-chloro-2-(trifluoromethyl)quinolin-4-yl]amino}cyclohexyl]pyridazine-4-carboxamide